C(C1=CC=CC=C1)OC=1C=C(C=CC1OCC1=CC=CC=C1)C(C(=O)OC)C=O methyl (3,4-dibenzyloxyphenyl)-3-oxopropanoate